(1S,2R)-2-((S)-5-bromo-8-((4-ethyl-4H-1,2,4-triazol-3-yl)methoxy)-1-((1-oxoisoindolin-2-yl)methyl)-1,2,3,4-tetrahydroisoquinoline-2-carbonyl)cyclohexane-1-carboxylic acid BrC1=C2CCN([C@@H](C2=C(C=C1)OCC1=NN=CN1CC)CN1C(C2=CC=CC=C2C1)=O)C(=O)[C@H]1[C@H](CCCC1)C(=O)O